N(=[N+]=[N-])C(C(=O)NC1=NC=CC=C1C)(C)C1=CC(=C(C=C1)C1=CC=CC=C1)F 2-azido-2-(2-fluoro-[1,1'-biphenyl]-4-yl)-N-(3-methylpyridin-2-yl)propionamide